COC1=NC=CC(=C1N1CCC(CC1)N1C(N(C=2C(C1C)=CN(N2)C)CC2=C(C=CC=C2)C(F)(F)F)=O)C(F)(F)F 5-(2'-Methoxy-4'-trifluoromethyl-3,4,5,6-tetrahydro-2H-[1,3']bipyridinyl-4-yl)-2,4-dimethyl-7-(2-trifluoromethyl-benzyl)-2,4,5,7-tetrahydro-pyrazolo[3,4-d]pyrimidin-6-one